[Cl-].C(CC)[NH+]1CC(CCC1)C 1-Propyl-3-Methylpiperidinium chlorid